2-Acetyl-2,8,8,11-tetramethyl-5-pentyl-4H,8H-benzo[c][1,3]dioxino[4,5-f]chromen-4-on C(C)(=O)C1(OC(C=2C(=C3C4=C(C(OC3=CC2CCCCC)(C)C)C=CC(=C4)C)O1)=O)C